C(=O)(O)CCC[N+](C)(C)C (3-carboxypropyl)TRIMETHYL-AMMONIUM